5-[(3-chloro-2-fluorophenyl)methyl]-3,3-difluoro-4-hydroxy-1-[(4-methoxyphenyl)methyl]pyrrolidin-2-one ClC=1C(=C(C=CC1)CC1C(C(C(N1CC1=CC=C(C=C1)OC)=O)(F)F)O)F